OC(CC(=O)O)CCCCCC 3-hydroxynonanoic acid